N-((1S)-2,2-dicyclopropyl-1-(6-(((5S)-2-oxo-5-(trifluoromethyl)piperidin-3-yl)methyl)imidazo[1,2-b]pyridazin-2-yl)ethyl)-1-ethyl-1H-pyrazole-5-carboxamide C1(CC1)C([C@@H](C=1N=C2N(N=C(C=C2)CC2C(NC[C@H](C2)C(F)(F)F)=O)C1)NC(=O)C1=CC=NN1CC)C1CC1